5-(4-(2-(1-(4-(((R)-3-(4-amino-3-(4-phenoxyphenyl)-1H-pyrazolo[3,4-d]pyrimidin-1-yl)piperidin-1-yl)methyl)piperidine-1-carbonyl)piperidin-4-yl)ethyl)piperazin-1-yl)-1-oxoisoindolin NC1=C2C(=NC=N1)N(N=C2C2=CC=C(C=C2)OC2=CC=CC=C2)[C@H]2CN(CCC2)CC2CCN(CC2)C(=O)N2CCC(CC2)CCN2CCN(CC2)C=2C=C1CNC(C1=CC2)=O